CC(C=C)O but-3-en-2-ol